1-methyl-2-oxo-4-[4-phenylazepan-1-yl]-1,2-dihydroquinoline-3-carbonitrile CN1C(C(=C(C2=CC=CC=C12)N1CCC(CCC1)C1=CC=CC=C1)C#N)=O